CN1CCC(CC1)C#CC=1SC(=CN1)C1=CC=C(C(=O)O)C=C1 4-(2-((1-methylpiperidin-4-yl)ethynyl)thiazol-5-yl)benzoic acid